CC(CN1N=NC=C1C1=CC=C(C=C1)C1CN(C1)C(=O)N1C[C@H](CC1)C1=NC=NN1)(C)C [3-[4-[3-(2,2-Dimethylpropyl)triazol-4-yl]phenyl]azetidin-1-yl]-[(3S)-3-(1H-1,2,4-triazol-5-yl)pyrrolidin-1-yl]methanone